di(1-naphthyl)-1,1'-biphenyl-4,4'-diamine C1(=CC=CC2=CC=CC=C12)C=1C(=C(C=CC1N)C1=CC=C(C=C1)N)C1=CC=CC2=CC=CC=C12